2-(7-methoxy-1,1-dioxido-4-oxothiochroman-3-yl)-2-oxoacetic acid ethyl ester C(C)OC(C(=O)C1CS(C2=CC(=CC=C2C1=O)OC)(=O)=O)=O